OC1C(OC2=CC(=CC(=C2C1)OC)OC)C=1C=C(C(=C(C1)O)O)O 5-(3-hydroxy-5,7-di-methoxy-chroman-2-yl)-benzene-1,2,3-triol